ethyl 2,3,4,7-tetrahydro-1H-pyrrolo[2,3-H]isoquinoline-8-carboxylate C1NCCC2=CC=C3C(=C12)C=C(N3)C(=O)OCC